ClC1=NC=C(C(=N1)C1=CN(C2=CC=CC=C12)C)NC(\C=C\C1=CC=C(C=C1)F)=O Trans-N-(2-chloro-4-(1-methyl-1H-indol-3-yl)pyrimidin-5-yl)-3-(4-fluorophenyl)acrylamide